C(CCC)N(C(=O)C=1C=C(N(C1C)C)C=1C=C2CCN(CC2=CC1C(=O)N1CC2=CC=CC=C2C[C@H]1C)C(=O)NC1=CC=CC=C1)C 6-{4-[butyl-(methyl)carbamoyl]-1,5-dimethyl-1H-pyrrol-2-yl}-7-{[(3R)-3-methyl-3,4-dihydroisoquinolin-2(1H)-yl]carbonyl}-N-phenyl-3,4-dihydroisoquinoline-2(1H)-carboxamide